C(C1CO1)OCC(CO)O (2,3-dihydroxypropyl) glycidyl ether